methyl (R)-1-((2-aminopropyl) amino)-7-hydroxy-3H-pyrrolo[3,2-f]quinoline-2-carboxylate hydrochloride Cl.N[C@@H](CNC1=C(NC=2C1=C1C=CC(=NC1=CC2)O)C(=O)OC)C